CN(C1CC(CCC1)OC1=CC=CC=C1)C N,N-dimethyl-3-phenoxycyclohexan-1-amine